FC(CCCCCCCCCCCCCCCOC1OCCCC1)(F)F 2-((16,16,16-trifluorohexadecyl)oxy)tetrahydro-2H-pyran